CP(=O)(O)C[C@H]([C@H](N)C(=O)O)O 4-(methyl-hydroxyphosphoryl)-threonine